CC1=NOC(=C1C=1C=C2C(=NC(=NC2=CC1)N1CCN(CC1)C)N1[C@H](COCC1)C1=CC=CC=C1)C (S)-4-(6-(3,5-dimethylisoxazol-4-yl)-2-(4-methylpiperazin-1-yl)quinazoline-4-yl)-3-phenylmorpholine